tert-butyl (3-(5-phenyl-7H-pyrrolo[2,3-d]pyrimidin-4-yl)cyclohex-3-en-1-yl)carbamate C1(=CC=CC=C1)C1=CNC=2N=CN=C(C21)C=2CC(CCC2)NC(OC(C)(C)C)=O